2-isobutyl-5-phenyl-furan C(C(C)C)C=1OC(=CC1)C1=CC=CC=C1